CC1([C@@H]2CC=C([C@H]1C2)CCCO)C 3-[(1S,5R)-6,6-dimethylbicyclo[3.1.1]hept-2-en-2-yl]propan-1-ol